DiethyleneTriaminopropyltrimethoxysilane COC1(C([Si]12CC2)(OC)OC)CCC(N)(N)N